(2,3-dihydroxyhexyloxy)titanium OC(CO[Ti])C(CCC)O